OC1=C(C=C(C=C1)/C=C/C(=O)C1=CC=C(C=C1)OC(C)C)[N+](=O)[O-] (E)-3-(4-Hydroxy-3-nitrophenyl)-1-(4-propan-2-yloxyphenyl)prop-2-en-1-one